BrC=1C=C2C(C(NC2=CC1)=O)(F)F 5-bromo-3,3-difluoro-2-oxoindolin